CC1(OB(OC1(C)C)C=1C=NN(C1)C1CCN(CC1)CCOCC(=O)OC(C)(C)C)C tert-butyl 2-(2-{4-[4-(4,4,5,5-tetramethyl-1,3,2-dioxaborolan-2-yl)-1H-pyrazol-1-yl] piperidin-1-yl}ethoxy)acetate